(4-amino-2-chloro-6-fluorophenyl)-6-(3-((benzyloxy)methyl)-4-ethyl-5-oxo-4,5-dihydro-1H-1,2,4-triazol-1-yl)-4-(3,3,3-trifluoroprop-1-en-2-yl)isoquinolin-1(2H)-one NC1=CC(=C(C(=C1)F)N1C(C2=CC=C(C=C2C(=C1)C(=C)C(F)(F)F)N1N=C(N(C1=O)CC)COCC1=CC=CC=C1)=O)Cl